(3R)-2-[(4-Chloro-2-methansulfonylphenyl)methyl]-3-(4-chlorophenyl)-4-fluoro-6-[hydroxy(oxan-4-yl)methyl]-3-{[(hydroxymethyl)cyclopropyl]methoxy}-2,3-dihydro-1H-isoindol-1-on ClC1=CC(=C(C=C1)CN1C(C2=CC(=CC(=C2[C@]1(OCC1(CC1)CO)C1=CC=C(C=C1)Cl)F)C(C1CCOCC1)O)=O)S(=O)(=O)C